CS(=O)(=O)C1=CC=C(C=C1)NC1=NC=C2C=CN=C(C2=C1)C#CC1=CC=C(C=C1)CCC(=O)O 3-(4-((7-((4-(methylsulfonyl)phenyl)amino)-2,6-naphthyridin-1-yl)ethynyl)phenyl)propanoic acid